NC=1SC(=C(N1)C)C=1N=C(SC1)NC1=CC=C(C(N1)=O)Cl 6-((2'-amino-4'-methyl-[4,5'-bithiazol]-2-yl)amino)-3-chloropyridin-2(1H)-one